2-(1-chloroethyl)-3-(((S)-oxetan-2-yl)methyl)-3H-imidazo[4,5-c]pyridine-6-carbonitrile ClC(C)C1=NC2=C(C=NC(=C2)C#N)N1C[C@H]1OCC1